(R)-6-(1-(4-fluorophenyl)ethyl)-N,N-dimethyl-5-((2-(pyrrolidin-1-yl)ethyl)amino)pyrazine-2-carboxamide FC1=CC=C(C=C1)[C@@H](C)C1=C(N=CC(=N1)C(=O)N(C)C)NCCN1CCCC1